C1=C2C3=C(N=CC2=CC=C1)C1=CC2=C(C=C1N3CCCCCCCC(=O)NO)OCO2 8-(12H-[1,3]dioxolo[4',5':5,6]indolo[3,2-c]isoquinolin-12-yl)-N-hydroxyoctanoic amide